2-(2-(2-(2-hydroxyethoxy)ethoxy)ethyl)isoindoline-1,3-dione OCCOCCOCCN1C(C2=CC=CC=C2C1=O)=O